4-amino-N-(8-(4,4-difluoropiperidin-1-yl)-1,7-naphthyridin-6-yl)-2-(6-azaspiro[2.5]octan-6-yl)benzamide NC1=CC(=C(C(=O)NC=2C=C3C=CC=NC3=C(N2)N2CCC(CC2)(F)F)C=C1)N1CCC2(CC2)CC1